C1(CC1)C(C)OC1=CC=2N(C=C1C(=O)NC1=NC(=CC=C1)C(F)F)C=C(N2)C21COC(C2)(C1)C 7-(1-cyclopropylethoxy)-N-(6-(difluoromethyl)pyridin-2-yl)-2-(1-methyl-2-oxabicyclo[2.1.1]Hex-4-yl)imidazo[1,2-a]Pyridine-6-carboxamide